C(C)C=1C=C(C(=CC1)O)C=1C(=CC=C(C1)CC)O 4,4'-diethyl-2,2'-biphenol